N-benzyl-4-phenylbut-3-en-2-amine C(C1=CC=CC=C1)NC(C)C=CC1=CC=CC=C1